(Z)-3-((3-butyl-3-ethyl-5-(4-fluorophenyl)-7-(methylthio)-1,1-dioxido-2,3,4,5-tetrahydro-1,5-benzothiaazepin-8-yl)oxy)-2-fluoroacrylic acid C(CCC)C1(CS(C2=C(N(C1)C1=CC=C(C=C1)F)C=C(C(=C2)O\C=C(\C(=O)O)/F)SC)(=O)=O)CC